C1(CC1)CN1C(=CC=2C1=NC=CC2)C#CC(=O)OC(C)(C)C tert-butyl 3-(1-(cyclopropylmethyl)-1H-pyrrolo[2,3-b]pyridin-2-yl)propiolate